C1(CC1)C=1C=CC(=C(C1)NC(=O)N1C[C@](CC1)(C1=NC=NS1)C1=CC(=C(C=C1)C)F)C(NC)=O (R)-N-(5-cyclopropyl-2-(methylcarbamoyl)phenyl)-3-(3-fluoro-4-methylphenyl)-3-(1,2,4-thiadiazol-5-yl)pyrrolidine-1-carboxamide